(1R,4R,7R)-2-{2-[1-(cyclopropylmethyl)-6-(5-methoxypyridin-3-yl)-1H-indol-2-yl]-7-methoxy-1-methyl-1H-1,3-benzodiazole-5-carbonyl}-2-azabicyclo[2.2.1]heptan-7-amine C1(CC1)CN1C(=CC2=CC=C(C=C12)C=1C=NC=C(C1)OC)C1=NC2=C(N1C)C(=CC(=C2)C(=O)N2[C@@H]1CC[C@H](C2)[C@H]1N)OC